BrC1=CC=C(C2=CC=CC=C12)CN1C(=CC2=CC=CC=C12)C(=O)O 1-(4-bromonaphthalene-1-yl)methyl-1H-indole-2-carboxylic acid